2-(2-(5-bromo-1-isopropyl-1H-indazole-3-carboxamido)phenyl)acetic acid ethyl ester C(C)OC(CC1=C(C=CC=C1)NC(=O)C1=NN(C2=CC=C(C=C12)Br)C(C)C)=O